BrC1=CC=C(C=C1)C=1SC(=C2C1OCCO2)C2=CC=C(C=C2)Br 2,5-bis(4'-bromophenyl)-3,4-ethylenedioxythiophene